C1CCC2=C(C=CC=C12)C1=C(C=C2C(=N1)C(=NN2CC2=CC=C(C=C2)OC)I)OC (2,3-dihydro-1H-inden-4-yl)-3-iodo-6-methoxy-1-(4-methoxybenzyl)-1H-pyrazolo[4,3-b]pyridine